N-(2-(5-chloro-2,6-dimethoxy-1H-benzo[d]imidazol-1-yl)ethyl)acetamide ClC1=CC2=C(N(C(=N2)OC)CCNC(C)=O)C=C1OC